4-(5-amino-2,4-difluorophenyl)-2-methylisoquinolin-1-one hydrochloride Cl.NC=1C(=CC(=C(C1)C1=CN(C(C2=CC=CC=C12)=O)C)F)F